N-(4-(4-(morpholinosulfonyl)piperazin-1-yl)-1H-pyrrolo[2,3-b]pyridin-6-yl)cyclopropylcarboxamide O1CCN(CC1)S(=O)(=O)N1CCN(CC1)C1=C2C(=NC(=C1)NC(=O)C1CC1)NC=C2